CCCCNC(=O)NCCCC N,N-di-n-butylurea